4-[tert-Butoxycarbonyl-(methyl)amino]-1-(2-fluorophenyl)-6-oxo-pyridazine-3-carboxylic acid methyl ester COC(=O)C1=NN(C(C=C1N(C)C(=O)OC(C)(C)C)=O)C1=C(C=CC=C1)F